C1(CC1)C1=C(C(=CC(=C1)C(N=C1NCCN1)=O)F)NC1=NC=CC(=C1F)C(=O)NC1(CC1)C 2-[(2-cyclopropyl-6-fluoro-4-{[imidazolidin-2-ylidene]carbamoyl}phenyl)amino]-3-fluoro-N-(1-methylcyclopropyl)pyridine-4-carboxamide